(S)-2'-amino-5-(2-methoxypropoxy)-6'-((pyridin-2-ylmethyl)thio)-[2,4'-bipyridine]-3',5'-dicarbonitrile NC1=NC(=C(C(=C1C#N)C1=NC=C(C=C1)OC[C@H](C)OC)C#N)SCC1=NC=CC=C1